C1(=CC=CC=C1)S(=O)(=O)/C=C/C(=O)C1=CC=CC=C1 (E)-3-(benzenesulfonyl)-1-phenyl-2-propen-1-one